tert-Butyl 4-(3-amino-2-fluoro-4-nitroanilino)piperidine-1-carboxylate NC=1C(=C(NC2CCN(CC2)C(=O)OC(C)(C)C)C=CC1[N+](=O)[O-])F